NC1=C2N=CN(C2=NC(=N1)F)[C@H]1C[C@@H]([C@@](O1)(C#C)CO[P@@](=O)(OC1=CC=CC=C1)N[C@@H](C)C(=O)OCC(CC)CC)O 2-Ethylbutyl ((R)-(((2R,3S,5R)-5-(6-amino-2-fluoro-9H-purin-9-yl)-2-ethynyl-3-hydroxytetrahydrofuran-2-yl) methoxy)(phenoxy)phosphoryl)-L-alaninate